CC=1C=2N(C=CC1C1=CC=C(OC3CCN(CC3)C(=O)OC(C)(C)C)C=C1)C=CN2 tert-Butyl 4-[4-(8-methylimidazo[1,2-a]pyridin-7-yl)phenoxy]piperidine-1-carboxylate